C(C1=CC=CC=C1)O[C@]1(C[C@@H](N(C1)C(=O)C1CC1)C#C)C ((2R,4S)-4-(benzyloxy)-2-ethynyl-4-methylpyrrolidin-1-yl)(cyclopropyl)methanone